C[S-].[Li+] lithium methanethiolate